3-methylenebenzyl-piperidine tert-butyl-5-[7-amino-2-(2-cyanoallyl)-1-oxo-isoindolin-4-yl]-3-[5-(morpholinomethyl)-2-thienyl]indazole-1-carboxylate C(C)(C)(C)OC(=O)N1N=C(C2=CC(=CC=C12)C1=C2CN(C(C2=C(C=C1)N)=O)CC(=C)C#N)C=1SC(=CC1)CN1CCOCC1.C=C1CC(CN2CCCCC2)=CC=C1